NC1=NC=CC=C1S(=O)(=O)NC(=O)C=1C(=NC(=CC1)C=1C=NC(=CC1)N(C)C)N1C(C[C@@H](C1)C)(C)C N-[(2-Amino-3-pyridyl)sulfonyl]-6-[6-(dimethylamino)-3-pyridyl]-2-[(4S)-2,2,4-trimethylpyrrolidin-1-yl]pyridin-3-carboxamid